O=C1NC(CCC1N1C(N(C2=C1C=CC(=C2)CCCCC)C)=O)=O 5-[1-(2,6-dioxo-3-piperidyl)-3-methyl-2-oxo-benzimidazol-5-yl]Pentan